NC1=NNC2=CC=C(C=C12)C1=CC(=NC=C1)NC(=O)NC=1C=NC=CC1 (4-(3-amino-1H-indazol-5-yl)pyridine-2-yl)-3-(pyridine-3-yl)urea